FC(CCC1=CC=C(S1)C(=O)OCC)(F)F ethyl 5-(3,3,3-trifluoropropyl)thiophene-2-carboxylate